C(=O)C1=CC=C2CCCN(C2=N1)C(=O)NC1=NC=C(C(=C1)OC(C)C)CCC1=CC=NC=C1 7-Formyl-N-(4-isopropoxy-5-(2-(pyridin-4-yl)ethyl)pyridin-2-yl)-3,4-dihydro-1,8-naphthyridine-1(2H)-carboxamide